7-chloro-8-fluoro-4-(3-fluorophenyl)-2-methylsulfanyl-pyrido[4,3-d]pyrimidine ClC1=C(C=2N=C(N=C(C2C=N1)C1=CC(=CC=C1)F)SC)F